COC=1C=CC=2C3(C4=CC=C(C=C4OC2C1)OCC1=CC=C(C=C1)NC([C@H](CC(C)C)NC(OC(C)(C)C)=O)=O)OC(C1=CC=CC=C13)=O tert-Butyl ((2S)-1-((4-(((3'-methoxy-3-oxo-3H-spiro[isobenzofuran-1,9'-xanthen]-6'-yl)oxy)methyl)phenyl)amino)-4-methyl-1-oxopentan-2-yl)carbamate